C(#N)C1=CC=C(COC2=CC=CC(=N2)C2CCN(CC2)CC2=NC3=C(N2C[C@@H]2OCCC2)C=CC=C3)C=C1 2-[(4-{6-[(4-Cyanobenzyl)oxy]pyridin-2-yl}piperidin-1-yl)methyl]-1-[(2R)-tetrahydrofuran-2-ylmethyl]-1H-benzimidazol